3'-(N-benzyl-2,4-dihydroxy-5-isopropylbenzamido)-N-((4,6-dimethyl-2-oxo-1,2-dihydropyridin-3-yl)methyl)-5-(ethyl(tetrahydro-2H-pyran-4-yl)amino)-4-methyl-[1,1'-biphenyl]-3-carboxamide C(C1=CC=CC=C1)N(C(C1=C(C=C(C(=C1)C(C)C)O)O)=O)C=1C=C(C=CC1)C1=CC(=C(C(=C1)N(C1CCOCC1)CC)C)C(=O)NCC=1C(NC(=CC1C)C)=O